((1s,3s)-3-(3-(3-(methoxymethyl)-1-methyl-1H-pyrazole-5-carboxamido)-1H-pyrazol-5-yl)cyclobutyl)methyl isopropylcarbamate C(C)(C)NC(OCC1CC(C1)C1=CC(=NN1)NC(=O)C1=CC(=NN1C)COC)=O